FC1=C(C(=CC(=C1)OCCN1CC(C1)CF)F)[C@H]1N([C@@H](CC2=C1NC1=CC=CC=C21)C)CC(C)(F)F (1R,3R)-1-(2,6-difluoro-4-(2-(3-(fluoromethyl)azetidin-1-yl)ethoxy)phenyl)-2-(2,2-difluoropropyl)-3-methyl-2,3,4,9-tetrahydro-1H-pyrido[3,4-b]indole